CC1=CNC=2N=C(N=C(C21)NC2=NNC(=C2)C)NC2CC1CCC(C2)N1CCC#N 3-((3-exo)-3-((5-methyl-4-((5-methyl-1H-pyrazol-3-yl)amino)-7H-pyrrolo[2,3-d]pyrimidin-2-yl)amino)-8-azabicyclo[3.2.1]octan-8-yl)propionitrile